2,4-bis{4-[(3-diethylaminobutyl)aminomethyl]phenyl}-7-phenyl-7H-pyrrolo[2,3-d]pyrimidine C(C)N(C(CCNCC1=CC=C(C=C1)C=1N=C(C2=C(N1)N(C=C2)C2=CC=CC=C2)C2=CC=C(C=C2)CNCCC(C)N(CC)CC)C)CC